N-{(S)-1-[3-cyano-4-(trifluoromethyl)phenyl]ethyl}-4-[(S)-5-methyl-1,4-diazepan-1-yl]-8-cyclopropyl-1-methyl-6-methyl-2-oxo-1,2-dihydro-1,7-diaza-3-naphthamide C(#N)C=1C=C(C=CC1C(F)(F)F)[C@H](C)NC(=O)C=1C(N(C2=C(N=C(C=C2C1N1CCN[C@H](CC1)C)C)C1CC1)C)=O